tert-butyl (1R,2S,5S)-6,6-dimethyl-2-(6-nitro-1H-benzo[d][1,2,3]triazole-1-carbonothioyl)-3-azabicyclo[3.1.0]hexane-3-carboxylate CC1([C@H]2CN([C@@H]([C@@H]12)C(=S)N1N=NC2=C1C=C(C=C2)[N+](=O)[O-])C(=O)OC(C)(C)C)C